C(OC1=C(C=CC=C1)OC(F)(F)F)(OC)=O (2-(trifluoromethoxy) phenyl) methyl carbonate